(S)-4-(5-(3-((2-(3-carboxypropanoyl)-4-fluoro-6-methoxybenzo[b]thiophen-5-yl)oxy)propyl)-4-fluoro-6-methoxybenzo[b]thiophen-2-yl)-2-methyl-4-oxobutanoic acid C(=O)(O)CCC(=O)C1=CC2=C(S1)C=C(C(=C2F)OCCCC2=C(C1=C(SC(=C1)C(C[C@@H](C(=O)O)C)=O)C=C2OC)F)OC